CC=1C=C(C=CC1C)CC1=NC(=NN1)C1=CC=C(C=C1)NC(C1=CC(=CC=C1)CN1CCS(CC1)(=O)=O)=O N-[4-[5-[(3,4-Dimethylphenyl)methyl]-1H-1,2,4-triazol-3-yl]phenyl]-3-[(1,1-dioxo-1,4-thiazinan-4-yl)methyl]benzamide